C1(=NC=CC=C1)C=1NC2=CC=CC=C2C1C1C(C2=C(C=CC(=C2C=C1)C)C)O 2-(aza-2-phenylindolyl)-5,8-dimethyldihydronaphthalen-1-ol